5-Bromo-2-(trifluoromethoxy)pyridin-3-amine BrC=1C=C(C(=NC1)OC(F)(F)F)N